2-amino-1-(2-(2,3-difluorophenyl)-3-((4-fluorophenyl)amino)-8,8-dimethyl-5,6-dihydroimidazo[1,2-a]pyrazin-7(8H)-yl)ethan-1-one NCC(=O)N1C(C=2N(CC1)C(=C(N2)C2=C(C(=CC=C2)F)F)NC2=CC=C(C=C2)F)(C)C